3-bromo-4-[(2,4-difluorobenzyl)oxy]-1-[5-(hydroxymethyl)-2-methylphenyl]-6-methylpyridin-2(1H)-one BrC=1C(N(C(=CC1OCC1=C(C=C(C=C1)F)F)C)C1=C(C=CC(=C1)CO)C)=O